1,11-dimethoxy-5,6,6a,7-tetrahydro-4H-dibenzo[de,g]quinolin-2-ol hydrochloride Cl.COC1=C(C=C2CCNC3CC4=C(C1=C23)C(=CC=C4)OC)O